C(C)OC(=O)C=1C(CC2N(C(CC3=CC(=C(C=C23)OC)Br)C(C)C)C1)=O 9-bromo-6-isopropyl-10-methoxy-2-oxo-1,6,7,11b-tetrahydro-2H-pyrido[2,1-a]isoquinoline-3-carboxylic acid ethyl ester